O1COC2=C1C=CC(=C2)N(C2CCNCC2)C2=CC=C(C=C2)C(F)(F)F N-(benzo[d][1,3]dioxol-5-yl)-N-(4-(trifluoromethyl)phenyl)piperidin-4-amine